ClC=1NC(C=2N=CN(C2N1)[C@H]1[C@@H]([C@@]([C@H](O1)COC(C(=O)O)(C(=O)O)CC1=CC=C(C=C1)N1C(NCCC1)=O)(O)C#C)O)=O 2-(((2R,3S,4R,5R)-5-(2-chloro-6-oxo-1H-purin-9(6H)-yl)-3-ethynyl-3,4-dihydroxytetrahydrofuran-2-yl)methoxy)-2-(4-(2-oxotetrahydropyrimidin-1(2H)-yl)benzyl)malonic acid